C(C)(C)(C)OC(=O)N(CCC1=NC2=C(N1C)C(=C1C(=C2F)CC(C1)C(=O)OC)F)C methyl 2-[2-[tert-butoxycarbonyl(methyl)amino]ethyl]-4,8-difluoro-1-methyl-6,7-dihydro-5H-cyclopenta[f]benzimidazole-6-carboxylate